3-(2-fluoropyridin-4-yl)oxetan-3-ol FC1=NC=CC(=C1)C1(COC1)O